C1(CCC1)N1C(=NC2=C1C=CC=C2)C=2C(=C(C(=C(C2)OC(C)C)O)O)C 4-(1-cyclobutyl-1H-1,3-benzodiazol-2-yl)-3-methyl-6-(propan-2-yloxy)benzene-1,2-diol